BrC=1C=C(C=C(C1)F)N(C1=NC(=NC2=CC(=CC=C12)C#N)Cl)C 4-((3-bromo-5-fluorophenyl)(methyl)amino)-2-chloroquinazoline-7-carbonitrile